2-[[7-bromo-2-[2-(trifluoromethyl)phenyl]pyrrolo[3,2-d]pyrimidin-5-yl]methoxy]ethyl-trimethyl-silane BrC1=CN(C2=C1N=C(N=C2)C2=C(C=CC=C2)C(F)(F)F)COCC[Si](C)(C)C